C12CNCC(CC1)N2C=2SC1=C(N2)C=CC(=C1)C(=O)NCCOC(C)C 2-(3,8-diazabicyclo[3.2.1]octan-8-yl)-N-(2-isopropoxyethyl)benzo[d]thiazole-6-carboxamide